NC1=NC(=NC=C1F)C1=C(C=C2C(N(C=NC2=C1)CCC[C@H](C)NC=1C=NNC(C1C(F)(F)F)=O)=O)F 7-(4-amino-5-fluoro-pyrimidin-2-yl)-6-fluoro-3-[(4S)-4-[[6-oxo-5-(trifluoromethyl)-1H-pyridazin-4-yl]amino]pentyl]quinazolin-4-one